C1(CC1)C=1OC2=C(C1)C(=CC=C2OC)C2=CC(=NC=C2)O 4-(2-cyclopropyl-7-methoxybenzofuran-4-yl)pyridin-2-ol